NC=1C(=NC(=C(N1)C=1OC=CN1)C=1C=CC=2N(C1)C(=CN2)C)C(=O)NCC2OCC2 3-amino-6-[3-methylimidazo[1,2-a]pyridin-6-yl]-5-(1,3-oxazol-2-yl)-N-[(oxetan-2-yl)methyl]pyrazine-2-carboxamide